C(C)(=O)NC=1C=C(C=CC1)C1=CN=C2N1N=C(C=C2)C=2C=C(C=CC2)NC(C)=O N-[3-[3-(3-acetamido-phenyl)imidazo[1,2-b]pyridazin-6-yl]phenyl]acetamide